(4S,4'S,7S,7'S,9aS,9a'S)-N,N'-(methylenebis(4,1-phenylene))bis(8,8-dimethyl-4-((S)-2-(methylamino)propanamido)-5-oxooctahydropyrrolo[2,1-b][1,3]thiazepine-7-carboxamide) C(C1=CC=C(C=C1)NC(=O)[C@@H]1C(C[C@@H]2SCC[C@@H](C(N21)=O)NC([C@H](C)NC)=O)(C)C)C2=CC=C(C=C2)NC(=O)[C@@H]2C(C[C@@H]1SCC[C@@H](C(N12)=O)NC([C@H](C)NC)=O)(C)C